FC=1C=C(C=C(C1CN1C(C2=NC=CC=C2C1=O)([2H])[2H])F)C=1C2=C(C(N(C1)C)=O)N(N=C2)C([2H])([2H])[2H] 4-(3,5-difluoro-4-((5-oxo-5,7-dihydro-6H-pyrrolo[3,4-b]pyridin-6-yl-7,7-d2)methyl)phenyl)-6-methyl-1-(methyl-d3)-1,6-dihydro-7H-pyrazolo[3,4-c]pyridin-7-one